C1(CCCCC1)CN1N=CC(=C1C)C=1C(=NC(=CC1)N1CC2=C(C=CC=C2CC1)C(NC=1SC2=NC=CC=C2N1)=O)C(=O)NS(=O)(=O)CCCCCC(=O)OCC 1-Ethyl 6-(N-(3-(1-(cyclohexylmethyl)-5-methyl-1H-pyrazol-4-yl)-6-(8-(thiazolo[5,4-b]pyridin-2-ylcarbamoyl)-3,4-dihydroisoquinolin-2(1H)-yl)picolinoyl)sulfamoyl)hexanoate